1-tert-butyl 6-methyl 2-({[(tert-butoxy)carbonyl](cyclobutylmethyl)amino}methyl)-1H-indole-1,6-dicarboxylate C(C)(C)(C)OC(=O)N(CC1CCC1)CC=1N(C2=CC(=CC=C2C1)C(=O)OC)C(=O)OC(C)(C)C